cis-cyclohexane-1,4-dicarboxylic acid bis-[(4-guanidinomethyl-phenyl)-amide] N(C(=N)N)CC1=CC=C(C=C1)NC(=O)[C@@H]1CC[C@@H](CC1)C(=O)NC1=CC=C(C=C1)CNC(=N)N